CP(=O)(C)C=1C=CC(=C(C(=O)NC2COC2)C1)NCC#CC1=C(C2=C(S1)C(=CC=C2)N[C@H]2[C@H](CN(CC2)C)F)CC(F)(F)F 5-(dimethylphosphoryl)-2-((3-(7-(((3S,4R)-3-fluoro-1-methylpiperidin-4-yl)amino)-3-(2,2,2-trifluoroethyl)benzo[b]thiophen-2-yl)prop-2-yn-1-yl)amino)-N-(oxetan-3-yl)benzamide